2-((4-Oxo-3-phenethyl-3,4-dihydropteridin-2-yl)thio)-N-(thiazol-2-yl)acetamide O=C1N(C(=NC2=NC=CN=C12)SCC(=O)NC=1SC=CN1)CCC1=CC=CC=C1